C(C)(=O)OC1=CC2=C(OC(=C2)C(=O)C2=CC3=C(O2)C=CC(=C3)OC(C)=O)C=C1 Bis(5-acetoxybenzo[b]furan-2-yl)methanone